(+/-)-6-[(3aS,6aS)-3a-(aminomethyl)-hexahydro-1H-furo[3,4-c]pyrrol-5-yl]-3-(2,3-dichlorophenyl)-2,5-dimethyl-3,4-dihydropyrimidin-4-one NC[C@@]12[C@@H](CN(C1)C1=C(C(N(C(=N1)C)C1=C(C(=CC=C1)Cl)Cl)=O)C)COC2 |r|